(1s,3s)-1-((1r,3s)-2-azabicyclo[2.2.1]hept-2-yl)-3-(6-bromo-3,3-dimethyl-2-oxo-2,3-dihydro-1H-pyrrolo[3,2-b]pyridin-1-yl)cyclobutane-1-carbonitrile [C@@H]12N(CC(CC1)C2)C2(CC(C2)N2C(C(C1=NC=C(C=C12)Br)(C)C)=O)C#N